2,6-dimethoxy-3-fluorophenyl-lithium COC1=C(C(=CC=C1F)OC)[Li]